C(C)(C)(C)OC(=O)N[C@H]1C[C@H](CC1)NC(OCC1=CC=CC=C1)=O Benzyl (1S,3R)-3-(tert-butoxycarbonylamino)cyclopentylcarbamate